BrC1=CC=2N(C=C1)C=NN2 7-bromo-[1,2,4]triazolo[4,3-a]pyridin